6-Bromo-4-isopropoxy-pyrazolo[1,5-a]pyridine-3-carbonitrile BrC=1C=C(C=2N(C1)N=CC2C#N)OC(C)C